COC=1C(NC(N([C@H]2C[C@H](O)[C@@H](CO)O2)C1)=O)=O 5-methoxy-deoxyuridine